(cyclopropanecarboxamide) picolinate N1=C(C=CC=C1)C(=O)O.C1(CC1)C(=O)N